11-aminoundecyl-phosphonic acid NCCCCCCCCCCCP(O)(O)=O